BrC=1C=C2C(=NC1)N=C(N2C2CC(C2)(F)F)C 6-Bromo-1-(3,3-difluorocyclobutyl)-2-methyl-1H-imidazo[4,5-b]pyridine